3-(6-((1-(5-chloro-4-((2-oxoindolin-5-yl)amino)pyrimidin-2-yl)piperidin-4-yl)amino)-1-methyl-1H-indazol-3-yl)piperidine-2,6-dione ClC=1C(=NC(=NC1)N1CCC(CC1)NC1=CC=C2C(=NN(C2=C1)C)C1C(NC(CC1)=O)=O)NC=1C=C2CC(NC2=CC1)=O